Tert-butyl 7-(5-chloro-6-isocyano-1-((2-(trimethylsilyl) ethoxy) methyl)-1H-indazol-3-yl)-5-methyl-3,4-dihydroisoquinoline-2(1H)-carboxylate ClC=1C=C2C(=NN(C2=CC1[N+]#[C-])COCC[Si](C)(C)C)C1=CC(=C2CCN(CC2=C1)C(=O)OC(C)(C)C)C